C(CC)(=O)OC1=CC(=C(C(=C1)C(C)(C)C)O)C(C)(C)C (4-hydroxy-3,5-di-t-butylphenyl) propionate